N1C[C@@H](CC1)CC(=O)OC1=NC(=NC2=C(C(=C(C=C12)Cl)C1=NC(=CC(=C1I)C)N(CC1=CC=C(C=C1)OC)CC1=CC=C(C=C1)OC)F)F (3S)-1-(7-(6-(bis(4-methoxybenzyl) amino)-3-iodo-4-methylpyridin-2-yl)-6-chloro-2,8-difluoroquinazolin-4-yl) pyrrolidin-3-ylacetate